FC(CN1N=NC2=C1C=C(C=C2)C=2C(=CN1N=C(N=C(C12)OC)N[C@@H]1[C@@H](CN(CC1)C(C)=O)F)F)(C)F 1-((3R,4S)-4-((5-(1-(2,2-difluoropropyl)-1H-benzo[d][1,2,3]triazol-6-yl)-6-fluoro-4-methoxypyrrolo[2,1-f][1,2,4]triazin-2-yl)amino)-3-fluoropiperidin-1-yl)ethan-1-one